C(=O)C1=CN(C2=CC=CC=C12)C(C(=O)OC)CCCCCCCCCC methyl (3-formyl-1H-indol-1-yl)dodecanoate